(2S,4R)-1-{2-[(dimethylcarbamoyl)amino]acetyl}-4-fluoro-N-[(S)-phenyl[5-(propan-2-yl)pyridin-2-yl]methyl]pyrrolidine-2-carboxamide CN(C(=O)NCC(=O)N1[C@@H](C[C@H](C1)F)C(=O)N[C@H](C1=NC=C(C=C1)C(C)C)C1=CC=CC=C1)C